NC=1C(NC=2C=C(C(=NC2C1C1=C2C=NNC2=C(C=C1)F)C(=O)O)C)=O 7-Amino-8-(7-fluoro-1H-indazol-4-yl)-3-methyl-6-oxo-5H-1,5-naphthyridine-2-carboxylic acid